(R)-2-(5-ethynyl-6-fluoro-4-(8-fluoro-4-(methyl(piperidin-2-ylmethyl)amino)-2-morpholinopyrido[4,3-d]pyrimidin-7-yl)naphthalen-2-yl)-2-methylpropanenitrile C(#C)C1=C2C(=CC(=CC2=CC=C1F)C(C#N)(C)C)C1=C(C=2N=C(N=C(C2C=N1)N(C[C@@H]1NCCCC1)C)N1CCOCC1)F